ClC=1C=C(C=C(C1)C)C=1C=CC(=NC1)NC(C(C)(C)C=1N=C(SC1)NS(=O)(=O)C1CC1)=O N-(5-(3-chloro-5-methylphenyl)pyridin-2-yl)-2-(2-(cyclopropanesulfonamido)thiazol-4-yl)-2-methylpropanamide